2-(trimethylsilyl)ethyl (3R,4S)-3-fluoro-4-formylpyrrolidine-1-carboxylate F[C@H]1CN(C[C@H]1C=O)C(=O)OCC[Si](C)(C)C